P(O)(=O)(OP(=O)(O)OP(=O)(O)O)OC[C@@H]1[C@H](C[C@@H](O1)N1C(NC=2C(=O)NC(N)=NC12)=O)O 8-oxo-7,8-dihydrodeoxyguanosine triphosphate